COC(NCCNC(C(F)(F)F)=O)=O methyl(2-(2,2,2-trifluoroacetamido)ethyl)carbamate